ClC=1C(=C(CNC(CN(C(CN2N=C(C3=CC=CC=C23)C(=O)N)=O)[C@@H](CO)C)=O)C=CC1)F (R)-1-(2-((2-((3-chloro-2-fluorobenzyl)amino)-2-oxoethyl)(1-hydroxypropan-2-yl)amino)-2-oxoethyl)-1H-indazole-3-carboxamide